C(C)(C)(C)OC(=O)N[C@H](C(=O)OC(C)(C)C)CCS(=O)(=N)CCC12C(C(C1)(C2)C2=CC=C(C=C2)C(F)(F)F)(F)F tert-butyl (2S)-2-((tert-butoxycarbonyl)amino)-4-(2-(2,2-difluoro-3-(4-(trifluoromethyl)phenyl)bicyclo[1.1.1]pentan-1-yl)ethylsulfonimidoyl)butanoate